C(C)C1(COC1)C1CN(C1)C1=CC(=C2C(C(=CN(C2=N1)C1=NC=NS1)C(=O)O)=O)C 7-[3-(3-ethyloxetan-3-yl)azetidin-1-yl]-5-methyl-4-oxo-1-(1,2,4-thiadiazol-5-yl)-1,4-dihydro-1,8-naphthyridine-3-carboxylic acid